N-((1r,4r)-4-aminocyclohexyl)-1H-indazole NC1CCC(CC1)N1N=CC2=CC=CC=C12